1-(5-tert-butyl-isoxazol-3-yl)-3-(4-{5-[2-(2-hydroxy-ethoxyl)-ethoxyl]-benzimidazol-1-yl}-phenyl)-urea C(C)(C)(C)C1=CC(=NO1)NC(=O)NC1=CC=C(C=C1)N1C=NC2=C1C=CC(=C2)OCCOCCO